CC1N(CCC(C1)S(=O)(=O)C)C(=O)OC(C)(C)C tert-butyl 2-methyl-4-(methylsulfonyl)piperidine-1-carboxylate